C(C)O[Si](OCC)(OCC)C[Si](OCC)(OCC)OCC bis-(triethoxysilyl)-methane